C1(=CC(=CC=C1)C(=O)NCC(=O)N1CC2(OCCO2)C[C@H]1C(=O)N[C@H](C)C=1SC=C(C1)C(N)=N)C1=CC=CC=C1 (S)-7-(([1,1'-biphenyl]-3-carbonyl)glycyl)-N-((R)-1-(4-carbamimidoylthiophen-2-yl)ethyl)-1,4-dioxa-7-azaspiro[4.4]nonane-8-carboxamide